NC1=CC(=C(CC=2C(OC3=CC(=CC=C3C2C)OC2=NC=CC=N2)=O)C=C1)F 3-(4-amino-2-fluorobenzyl)-4-methyl-7-(pyrimidin-2-yloxy)-2H-chromen-2-one